ClC1=C(C=CC=C1C1=NC=CC(=C1Cl)C1=NC(=C(C=C1)CNCC1NC(CC1)=O)OC)NC(C1=NC=C(C(=C1)OC)CN1CC(C1)OC)=O N-(2-chloro-3-(3'-chloro-6-methoxy-5-((((5-oxopyrrolidin-2-yl)methyl)amino)methyl)-[2,4'-bipyridin]-2'-yl)phenyl)-4-methoxy-5-((3-methoxyazetidin-1-yl)methyl)picolinamide